(2R,8aS)-2-(2,3-dichloro-6-methoxyphenyl)-7-hydroxy-7-(hydroxymethyl)-hexahydroindolizin-5-one ClC1=C(C(=CC=C1Cl)OC)[C@H]1C[C@H]2CC(CC(N2C1)=O)(CO)O